1,2,3,7,8-pentachlorodibenzofuran ClC1=C(C(=CC=2OC3=C(C21)C=C(C(=C3)Cl)Cl)Cl)Cl